N1C=C(C2=CC=CC=C12)CC[C@@H]1N(CCC2=CC(=C(C=C12)OC)OC)CC1CCOCC1 (S)-1-(2-(1H-indol-3-yl)ethyl)-6,7-dimethoxy-2-((tetra-hydro-2H-pyran-4-yl)methyl)-1,2,3,4-tetrahydro-isoquinoline